ClC1=NC2=CC=CC=C2C(=N1)N1C2=CC=CC=C2C=2C=C(C=CC12)C1=CC=CC=C1 9-(2-chloro-quinazolin-4-yl)-3-phenyl-9H-carbazole